2-(pyridin-2-yl)-1,2,3,4-tetrahydroquinoline N1=C(C=CC=C1)C1NC2=CC=CC=C2CC1